Methyl 5-chloro-2-(2-nitro-4-(trifluoromethoxy)benzyl)benzoate ClC=1C=CC(=C(C(=O)OC)C1)CC1=C(C=C(C=C1)OC(F)(F)F)[N+](=O)[O-]